trans-(4-(4-amino-3-(difluoromethyl)-1H-pyrazol-1-yl)cyclohexyl)methanol 2,6-diisopropylphenyl-4-oxo-4-((2-(pyrazolidin-1-yl)ethyl)amino)butanoate C(C)(C)C1=C(C(=CC=C1)C(C)C)C(C(=O)OC[C@@H]1CC[C@H](CC1)N1N=C(C(=C1)N)C(F)F)CC(NCCN1NCCC1)=O